C(C)OC=1C=C(C=O)C=C(C1C1(CC1)O)OCC 3,5-Diethoxy-4-(1-hydroxycyclopropyl)benzaldehyde